NC1=NC=CC=C1C1=NC=2C(=NC(=CC2)C2=NN(C=C2)C2CN(C2)C)N1C=1C=C2CC[C@@H](C2=CC1)NC(C1=CC(=C(C=C1)O)C=O)=O N-[(1S)-5-[2-(2-aminopyridin-3-yl)-5-[1-(1-methylazetidin-3-yl)pyrazol-3-yl]imidazo[4,5-b]pyridin-3-yl]-2,3-dihydro-1H-inden-1-yl]-3-formyl-4-hydroxybenzamide